C(C1=CC=CC=C1)C1=CC=C(OCC(CNCC=CC2=C(C=CC=C2)OC)O)C=C1 1-(4-benzylphenoxy)-3-((3-(2-methoxyphenyl)allyl)amino)propan-2-ol